[N+](=O)(OCCCCN1C(C2=CC=3C(N(C(C3C=C2C1=O)=O)CCCCO[N+](=O)[O-])=O)=O)[O-] (1,3,5,7-Tetraoxo-5,7-dihydropyrrolo[3,4-f]isoindole-2,6(1H,3H)-diyl)bis(butane-4,1-diyl) dinitrate